tert-butyl (R)-8-(6-((6-(4-(1-(3-(tert-butyl)-1,2,4-oxadiazole-5-carboxamido) ethyl)-3-methylphenyl) pyrimidin-4-yl) amino) pyridin-3-yl)-2,8-diazaspiro[4.5]decane-2-carboxylate C(C)(C)(C)C1=NOC(=N1)C(=O)N[C@H](C)C1=C(C=C(C=C1)C1=CC(=NC=N1)NC1=CC=C(C=N1)N1CCC2(CCN(C2)C(=O)OC(C)(C)C)CC1)C